2-bromo-5-fluoro-1,3-dimethyl-benzene BrC1=C(C=C(C=C1C)F)C